P(=O)(OCC(CBr)(C)C)(OCC(CBr)(C)C)[O-] bis(3-bromo-2,2-dimethylpropyl) phosphate